C(=C)[Si](CCOC)(CCOC)CCOC vinyltris(2-methoxyethyl)silane